FCCN1C(=NC=2C1=NC(=CC2)C=2C=CN1N=C(N=CC12)N[C@@H]1C[C@@H](C1)NC)C cis-N1-(5-(3-(2-fluoroethyl)-2-methyl-3H-imidazo[4,5-b]pyridin-5-yl)pyrrolo[2,1-f][1,2,4]triazin-2-yl)-N3-methylcyclobutane-1,3-diamine